tert-butyl 4-((6-cyano-8-cyclopentyl-7-oxo-7,8-dihydropyrido[2,3-d]pyrimidin-2-yl)amino)piperidine-1-carboxylate C(#N)C1=CC2=C(N=C(N=C2)NC2CCN(CC2)C(=O)OC(C)(C)C)N(C1=O)C1CCCC1